(S)-4-(((R)-1-(3-(1,1-difluoro-2-hydroxy-2-methylpropyl)-2-fluorophenyl)ethyl)amino)-8-methoxy-8-(2-methoxyethyl)-2,6-dimethyl-6,8-dihydro-7H-pyrrolo[2,3-g]quinazolin-7-one FC(C(C)(C)O)(F)C=1C(=C(C=CC1)[C@@H](C)NC1=NC(=NC2=CC3=C(C=C12)N(C([C@@]3(CCOC)OC)=O)C)C)F